4-fluoro-N-(4-hydroxy-3-(2-hydroxynaphthalen-1-yl)phenyl)benzenesulfonamide iodo-2-methylpropyl-isobutyrate ICC(C(=O)O)(C)CC(C)C.FC1=CC=C(C=C1)S(=O)(=O)NC1=CC(=C(C=C1)O)C1=C(C=CC2=CC=CC=C12)O